C(C1=CC=CC=C1)OC(C(=O)Cl)C 2-benzyloxypropanoyl chloride